C(CC)NCC[SiH3] (propylamino)ethyl-silane